C(C)(C)(C)OC(=O)N1CCN(CC1)C(C1=C(C=C(C=C1)NC(=O)C=1N(C(=CN1)C=1C(=NN(C1)C=1C=NC(=CC1)N(C)C)C(F)(F)F)C)Cl)=O 4-[2-Chloro-4-[[5-[1-[6-(dimethylamino)-3-pyridyl]-3-(trifluoromethyl)pyrazol-4-yl]-1-methyl-imidazole-2-carbonyl]amino]benzoyl]piperazine-1-carboxylic Acid Tert-Butyl Ester